copper cobalt nickel oxide [Ni]=O.[Co].[Cu]